ClC=1C=CC(=C(CN(C(=O)C=2C(=NNC2F)C(F)F)C2CC2)C1)CC N-(5-chloro-2-ethylbenzyl)-N-cyclopropyl-3-(difluoromethyl)-5-fluoro-1H-pyrazole-4-carboxamide